BrC1=C(C2=C(NC=N2)C=C1)[N+](=O)[O-] 5-Bromo-4-nitro-1H-benzo[d]imidazole